NC1=CC=2C(=C3C(=NC2C=C1F)C1=CC2=C(C(N1C3)=O)COC([C@]2(O)CC)=O)CNC(=O)NC (S)-1-((9-amino-4-ethyl-8-fluoro-4-hydroxy-3,14-dioxo-3,4,12,14-tetrahydro-1H-pyrano[3',4':6,7]indolizino-[1,2-b]quinolin-11-yl)methyl)-3-methylurea